2-(2,6-dioxo-3-piperidinyl)-5-[4-[[1-oxo-1-(4-piperidinylmethylimino)-1,4-thiazinan-4-yl]methyl]-1-piperidinyl]isoindoline-1,3-dione O=C1NC(CCC1N1C(C2=CC=C(C=C2C1=O)N1CCC(CC1)CN1CCS(CC1)(=NCC1CCNCC1)=O)=O)=O